tert-butyl 4-(6-(8-fluoro-2-methylimidazo[1,2-a]pyridine-6-carboximidamido)pyridin-3-yl)piperazine-1-carboxylate FC=1C=2N(C=C(C1)C(NC1=CC=C(C=N1)N1CCN(CC1)C(=O)OC(C)(C)C)=N)C=C(N2)C